BrC1=CC=CC=2C=3C(CN(C3C=CC21)C(NC2=CC=C(C=C2)C)=N)C 6-Bromo-1-methyl-N-(p-tolyl)-1,2-dihydro-3H-benzo[e]indole-3-carboximidamide